C(C)(C)(C)OC(=O)N1C[C@H]2NC3=C(O[C@@H]2CC1)C(=C(C=N3)N)C#N.BrC3=CC=C(S3)C(C)=O 1-(5-bromothiophen-2-yl)ethane-1-one tert-butyl-(5aR,9aR)-3-amino-4-cyano-5a,6,9a,10-tetrahydro-7H-dipyrido[3,2-b:3',4'-e][1,4]oxazine-8(9H)-carboxylate